methylmalonylcarnitine CC(C(=O)O)C(=O)O[C@@H](CC(=O)[O-])C[N+](C)(C)C